(S)-7-chloro-8-methoxy-2-(2-methoxyacetyl)-1-methyl-2,3-dihydro-1H-pyrrolo[3,4-c]quinolin-4-yl trifluoromethanesulfonate FC(S(=O)(=O)OC1=NC=2C=C(C(=CC2C2=C1CN([C@H]2C)C(COC)=O)OC)Cl)(F)F